4-((2S,4S)-4-(2,2-difluoroethoxy)-1-((5-methoxy-7-methyl-1H-indol-4-yl)amino)piperidin-2-yl)benzoic acid FC(CO[C@@H]1C[C@H](N(CC1)NC1=C2C=CNC2=C(C=C1OC)C)C1=CC=C(C(=O)O)C=C1)F